[(3S)-3-piperidyl] 6-[5-(6-methyl-2-pyridyl)-1H-pyrazol-4-yl]quinoline-3-carboxylate CC1=CC=CC(=N1)C1=C(C=NN1)C=1C=C2C=C(C=NC2=CC1)C(=O)O[C@@H]1CNCCC1